7-fluoro-1H-indole-5-carboxamide FC=1C=C(C=C2C=CNC12)C(=O)N